C\C(=C/CC[C@@]1(OC2=CC(=C(C(=C2C=C1)O)C(=O)O)C)C)\CCC=C(C)C (+)-(2S)-2-[(3E)-4,8-dimethylnona-3,7-dienyl]-5-hydroxy-2,7-dimethylchromene-6-carboxylic acid